FC1=C(C=C(C=C1)N1C[C@H](N[C@H](C1)C)C)C (3R,5S)-1-(4-fluoro-3-methylphenyl)-3,5-dimethylpiperazine